N1C(CCC1)C(=O)[O-] tetrahydropyrrole-2-carboxylate